N-(2-chloro-6-fluorophenyl)-1,3-dimethyl-1H-pyrazol-5-amine ClC1=C(C(=CC=C1)F)NC1=CC(=NN1C)C